FC=1C(=C2C(=NC1NC1=NC(=C(C(=C1)NC)F)C)CCO2)C=2C[C@@H](CNCC2)O |r| rac-(3S)-5-[6-fluoro-5-[[5-fluoro-6-methyl-4-(methylamino)-2-pyridyl]amino]-2,3-dihydrofuro[3,2-b]pyridin-7-yl]-2,3,4,7-tetrahydro-1H-azepin-3-ol